FC=1C=C(C=CC1)N1CC(CC1=O)CN1N=CC(=C1)C1=NC=2N3C(N(C(C2N1)=O)CCC)=NC=C3 2-[1-[[1-(3-fluorophenyl)-5-oxo-pyrrolidin-3-yl]methyl]pyrazol-4-yl]-5-propyl-3H-imidazo[2,1-b]purin-4-one